C(CCCC\C=C/CC)OC(CCCCCCC)=O.C(CCCCCCC)(=O)OCCCCC\C=C/CC (Z)-non-6-en-1-yl octanoate (Z)-non-6-en-1-yl-octanoate